2-Fucosyl-lactose C1([C@@H](O)[C@H](O)[C@H](O)[C@@H](O1)C)[C@@]1(C(O)O[C@@H]([C@H]([C@@H]1O)O[C@H]1[C@H](O)[C@@H](O)[C@@H](O)[C@H](O1)CO)CO)O